ClC1=C(C=C(C=C1)F)C1NC(C=2C=3C=NN(C3C=C(C21)NC(C2=CC(=CC(=C2)C(F)(F)F)F)=O)CC(F)(F)F)=O N-(6-(2-chloro-5-fluorophenyl)-8-oxo-3-(2,2,2-trifluoroethyl)-3,6,7,8-tetrahydropyrrolo[3,4-e]indazol-5-yl)-3-fluoro-5-(trifluoromethyl)benzamide